N-(2-fluoro-4-methyl-5-(7-methyl-2-(methylamino)pyrido[2,3-d]pyrimidin-6-yl)phenyl)pyridine-3-sulfonamide FC1=C(C=C(C(=C1)C)C1=CC2=C(N=C(N=C2)NC)N=C1C)NS(=O)(=O)C=1C=NC=CC1